5-(4-methoxy-2-(4-methylpiperazin-1-yl)phenyl)-3-(4-(1-methyl-4-(trifluoromethyl)-1H-imidazol-2-yl)phenyl)-1,2,4-oxadiazole COC1=CC(=C(C=C1)C1=NC(=NO1)C1=CC=C(C=C1)C=1N(C=C(N1)C(F)(F)F)C)N1CCN(CC1)C